cyanuric acid trisodium salt [Na].[Na].[Na].N1C(=O)NC(=O)NC1=O